C(C)O\C=C(\C(=O)OCC)/C(C)=O ethyl (2E)-2-(ethoxymethylidene)-3-oxobutanoate